C(C)(C)(C)N(C(O)=O)C1CCN(CC1)C1=NC(=C(C2=C1C(NC2)=O)Br)C2=CC(=C(C=C2)C#N)F.ClC2=NC(=NC1=CC=CC=C21)C=2C=NC=CC2 4-chloro-2-(3-pyridinyl)quinazoline tert-butyl-(1-(7-bromo-6-(4-cyano-3-fluorophenyl)-3-oxo-2,3-dihydro-1H-pyrrolo[3,4-c]pyrid-4-yl)piperid-4-yl)carbamate